CC1(CC=C(/C=C/C(=O)O)C=C1)O.C(C)OC(\C=C\C1=CC=C(C=C1)O)=O trans-p-coumaric acid ethyl ester trans-p-methyl-coumarate